NC=1N(C(C=2C=C(C=NC2C1C(=O)N)COC)=O)C1=C(C(=CC=C1C)O)C 7-amino-6-(3-hydroxy-2,6-dimethylphenyl)-3-(methoxymethyl)-5-oxo-5,6-dihydro-1,6-naphthyridine-8-carboxamide